tert-butyl (S)-2-(4-butylpiperazin-1-carbonyl)azetidin-1-carboxylate Tert-butyl-(S)-2-(piperazin-1-carbonyl)azetidin-1-carboxylate C(C)(C)(C)OC(=O)N1[C@@H](CC1)C(=O)N1CCNCC1.C(CCC)N1CCN(CC1)C(=O)[C@H]1N(CC1)C(=O)OC(C)(C)C